C(CC)O n-Propylalcohol